N-(1,3-dioxo-2,3-dihydro-1H-isoindol-2-yl)(tert-butoxy)formamide O=C1N(C(C2=CC=CC=C12)=O)N(C=O)OC(C)(C)C